O=C1NC=2N(C3=C1CCN(C3)C(=O)[O-])N=CC2 5-oxo-5,6,7,9-tetrahydropyrazolo[1,5-a]pyrido[4,3-e]pyrimidine-8(4H)-carboxylate